(1r,4r)-4-{[tert-butyl-(diphenyl)silyl]oxy}cyclohexane-1-carboxylic acid ethyl ester C(C)OC(=O)C1CCC(CC1)O[Si](C1=CC=CC=C1)(C1=CC=CC=C1)C(C)(C)C